C(#N)[C@H]1N(CSC1)C(CNC(=O)C1=CC(=NC2=CC=C(C=C12)C1=CC(=CC(=C1)C)C(F)(F)F)N1N=CC=C1)=O (R)-N-(2-(4-Cyanothiazolidin-3-yl)-2-oxoethyl)-6-(5-methyl-3-(trifluoromethyl)Phenyl)-1H-pyrazol-1-yl-quinoline-4-carboxamide